tert-butyl 2,2-dimethyl-4-(1-oxo-1-((5-(pyridin-3-yloxy)pyridin-2-yl)amino)propan-2-yl)piperazine-1-carboxylate CC1(N(CCN(C1)C(C(NC1=NC=C(C=C1)OC=1C=NC=CC1)=O)C)C(=O)OC(C)(C)C)C